N1C=CC2=CC=C(C=C12)C1=C(C(=O)O)C=CC=C1C#CC1=CC(=CC=C1)C1=CN=CO1 2-(1H-Indol-6-yl)-3-{2-[3-(1,3-oxazol-5-yl)phenyl]ethynyl}benzoic acid